C(CCCCCCCCC)(=O)N[C@@H](CC=1OC2=C(N1)C=C(C=C2)C(=O)OCC2=CC=CC=C2)C(=O)NCCCCCC Benzyl (S)-2-(2-decanamido-3-(hexylamino)-3-oxopropyl)benzo[d]oxazole-5-carboxylate